SC1SC(SC(S1)S)S 2,4,6-trimercapto-1,3,5-trithiacyclohexane